ONC(=O)C=1C=2CN(C(C2C=CC1)(C)C)C=1SC2=C(N1)C=C(C=C2)C(F)(F)F N-hydroxy-1,1-dimethyl-2-(5-(trifluoromethyl)benzo[d]thiazol-2-yl)isoindoline-4-carboxamide